ClC=1SC=C(N1)C(C(=O)OCCOCCOCC1=CC=CC=C1)(F)F 2-[2-(benzyloxy)ethoxy]ethyl 2-(2-chloro-1,3-thiazol-4-yl)-2,2-difluoroacetate